(1R,2S,5S)-3-((S)-2-(3,3-difluorocyclobutane-1-carboxamido)-3-hydroxy-3-methylbutanoyl)-6,6-dimethyl-3-azabicyclo[3.1.0]hexane-2-carboxylic acid FC1(CC(C1)C(=O)N[C@H](C(=O)N1[C@@H]([C@H]2C([C@H]2C1)(C)C)C(=O)O)C(C)(C)O)F